4-(5-cyano-1H-indol-2-yl)-N-methoxy-2-carbonyl-5-pentyl-2,5-dihydrofuran-3-carboxamide C(#N)C=1C=C2C=C(NC2=CC1)C1=C(C(OC1CCCCC)=C=O)C(=O)NOC